((((6-((2-(acryloxy)ethyl)amino)-1,3,5-triazine-2,4-diyl)bis(sulfanediyl))bis(3,1-phenylene))bis(oxy))bis(ethane-2,1-diyl) diacrylate C(C=C)(=O)OCCOC1=CC(=CC=C1)SC1=NC(=NC(=N1)NCCOC(C=C)=O)SC=1C=C(C=CC1)OCCOC(C=C)=O